BrC=1C(=C2C(=NC=NN2C1C)N)C1=NC=CC=N1 6-bromo-7-methyl-5-(pyrimidin-2-yl)pyrrolo[2,1-f][1,2,4]triazin-4-amine